bisformyl-bicyclo[4.3.0]nonane C(=O)C1C2(CCCC2CCC1)C=O